[Fe+2].NCC(=O)[O-].NCC(=O)[O-] bis-glycinate iron salt